4-((4-(4-carbamoyl-5-(trifluoromethyl)-1H-1,2,3-triazol-1-yl)-2,6-difluorobenzyl)oxy)phenyl sulfurofluoridate S(OC1=CC=C(C=C1)OCC1=C(C=C(C=C1F)N1N=NC(=C1C(F)(F)F)C(N)=O)F)(=O)(=O)F